N[C@@H]1[C@H](CC=C(C1)C(=O)N(C)C)C1=C(C2=NC(=CC(=C2S1)NCC=1SC=CC1)Cl)C (4S,5S)-5-amino-4-(5-chloro-3-methyl-7-((thiophen-2-ylmethyl)amino)thieno[3,2-b]pyridin-2-yl)-N,N-dimethylcyclohex-1-ene-1-carboxamide